1-(3,5-difluorophenyl)cyclopropylamine FC=1C=C(C=C(C1)F)C1(CC1)N